COC(=O)C1=CC=C2C(=N1)C=NN2CC2=CC=CC=C2 1-benzyl-1H-pyrazolo[4,3-b]Pyridine-5-carboxylic acid methyl ester